C1(=CC=CC=C1)C=CC=CC(=O)N1CCCCC1 5-phenyl-1-(piperidin-1-yl)penta-2,4-dien-1-one